C(C)[C@@]1(CC[C@@]2(C3=CC[C@@]4([C@H](CC[C@H]4[C@@H]3CC[C@H]2C1)[C@H](C)CC[C@H](C(C)C)O)C)C)O (3S,5S,8S,10S,13R,14S,17R)-3-ethyl-17-((2R,5R)-5-hydroxy-6-methylheptan-2-yl)-10,13-dimethyl-2,3,4,5,6,7,8,10,12,13,14,15,16,17-tetradecahydro-1H-cyclopenta[a]phenanthren-3-ol